3-(4-(4-(4-((5-bromo-4-((5-(dimethylphosphono)quinoxalin-6-yl)amino)pyrimidin-2-yl)amino)-2-(1-ethyl-1H-pyrazol-4-yl)-5-methoxyphenyl)piperazin-1-yl)piperidin-1-yl)azetidine BrC=1C(=NC(=NC1)NC1=CC(=C(C=C1OC)N1CCN(CC1)C1CCN(CC1)C1CNC1)C=1C=NN(C1)CC)NC=1C(=C2N=CC=NC2=CC1)P(=O)(OC)OC